BrCCCCN1C(=O)C(=O)C2=CC=C(C=C12)Cl N-(4-bromobutyl)-6-chloroisatin